COCOC1=C(C=C(C=C1)C12CC3CC(CC(C1)C3)C2)C23CC1CC(CC(C2)C1)C3 1,1'-(4-(methoxymethoxy)-1,3-phenylene)bis(adamantane)